C(C(=C)C)(=O)OCCOC(NCC(CC(CCNC(OCCOC(C(=C)C)=O)=O)C)(C)C)=O 7,7,9-trimethyl-4,13-dioxo-3,14-dioxa-5,12-diazahexadecane-1,16-diyl dimethacrylate